2-[1-(4-methylphenyl)-5-oxopyrrolidin-2-yl]acetonitrile CC1=CC=C(C=C1)N1C(CCC1=O)CC#N